NC1=NC=C(C=C1C=1C=C(C=C(C1)C=1C=NN(C1)C)C(C)NC(C1=C(C=CC(=C1)CNC)C)=O)Cl N-(1-(3-(2-amino-5-chloropyridin-3-yl)-5-(1-methyl-1H-pyrazol-4-yl)phenyl)ethyl)-2-methyl-5-((methylamino)methyl)benzamide